C1(=CC=CC=C1)[C@H]1OC1 (2R)-2-phenyloxirane